C(C1=CC=CC=C1)(=O)N1C(N(C=C(C1=O)F)C=1N=C(OC1C1=CC(=C(C=C1)Cl)F)C=1C=C(C=CC1)C)=O 3-benzoyl-1-(5-(4-chloro-3-fluorophenyl)-2-(m-tolyl)oxazol-4-yl)-5-fluoropyrimidine-2,4(1H,3H)-dione